ClC=1C=CC(=C(C1)[C@H]1C[C@H](C1)NC(=O)C=1C=NN(C1)[C@@H](C)C1=NC=C(C=C1C)N1C([C@@H]2C[C@@H]2C1)=O)C#N |o1:19| N-((cis)-3-(5-chloro-2-cyanophenyl)cyclobutyl)-1-((S or R)-1-(3-methyl-5-((1R,5S)-2-oxo-3-azabicyclo[3.1.0]hexan-3-yl)pyridin-2-yl)ethyl)-1H-pyrazole-4-carboxamide